1-{4-[12-methyl-4-(pyridin-3-yl)-8,11,13,14,16-pentaazatetracyclo[8.6.0.02,7.011,15]Hexadec-1(10),2,4,6,8,12,14-heptaen-16-yl]Phenyl}cyclopentane-1-carbonitrile CC=1N2C=3C=NC4=CC=C(C=C4C3N(C2=NN1)C1=CC=C(C=C1)C1(CCCC1)C#N)C=1C=NC=CC1